tert-butyl (1-((3-(3-oxoazetidin-1-yl)-phenyl)sulfonyl)piperidin-4-yl)carbamate O=C1CN(C1)C=1C=C(C=CC1)S(=O)(=O)N1CCC(CC1)NC(OC(C)(C)C)=O